FC=1C=C(C=CC1)C#CC1=CC=C(C=C1)C1=NOC(=N1)C(C)O 1-(3-(4-((3-fluorophenyl)ethynyl)phenyl)-1,2,4-oxadiazol-5-yl)ethanol